ClC=1C(=NC(=NC1)N1CCNCCC1)N1CC(C1)C(=O)NCC1=NN=C2N1C=CC=C2 1-[5-chloro-2-(1,4-diazepan-1-yl)pyrimidin-4-yl]-N-{[1,2,4]triazolo[4,3-a]pyridin-3-ylmethyl}azetidine-3-carboxamide